2-tert-Butyl-7-(piperazin-1-ylsulfonyl)-phenoxazine C(C)(C)(C)C1=CC=2NC3=CC=C(C=C3OC2C=C1)S(=O)(=O)N1CCNCC1